tert-butyl (R)-(cyclopropylmethyl)(1-(pyridazin-3-yl)piperidin-3-yl)carbamate C1(CC1)CN(C(OC(C)(C)C)=O)[C@H]1CN(CCC1)C=1N=NC=CC1